ethyl N-acetyl-S-(1,7,7-trimethylbicyclo[2.2.1]heptan-2-yl)cysteinate C(C)(=O)N[C@@H](CSC1C2(CCC(C1)C2(C)C)C)C(=O)OCC